BrC=1C(=C(OC2CCC(CC2)OCCN2CCN(CC2)C2=CC=C3C(=NN(C3=C2)C)C2C(NC(CC2)=O)=O)C=CC1)C(F)(F)F 3-(6-(4-(2-(((1r,4r)-4-(3-bromo-2-(trifluoromethyl)phenoxy)cyclohexyl)oxy)ethyl)piperazin-1-yl)-1-methyl-1H-indazol-3-yl)piperidine-2,6-dione